5-(5,5-dimethyl-1,3,2-dioxaborinan-2-yl)-3-isopropyl-2-methoxy-4-methylpyridine CC1(COB(OC1)C=1C(=C(C(=NC1)OC)C(C)C)C)C